F[C@@]1([C@@H]([C@@H](N(C1)C(C(C)(C)O)=O)CC=1C(=C(C=CC1)C1=CC(=CC(=C1)F)F)F)NS(=O)(=O)C)C |r| rac-N-{(2S,3R,4S)-4-fluoro-1-(2-hydroxy-2-methylpropanoyl)-4-methyl-2-[(2,3',5'-trifluoro[1,1'-biphenyl]-3-yl)methyl]pyrrolidin-3-yl}methanesulfonamide